5-(3-cyano-6-(2-hydroxy-2-methylpropyloxy)pyrazolo[1,5-a]pyridin-4-yl)piperidine-4-carboxylic acid C(#N)C=1C=NN2C1C(=CC(=C2)OCC(C)(C)O)C2C(CCNC2)C(=O)O